propyl-pyridine chlorochromate [Cr](=O)(=O)(O)Cl.C(CC)C1=NC=CC=C1